tert-butyl (5-(4-methyl-6-propionylpyridin-3-yl)thiazolo[4,5-e][1,2,4]triazolo[1,5-a]pyridin-2-yl)carbamate CC1=C(C=NC(=C1)C(CC)=O)C=1C=2N(C3=C(C1)N=C(S3)NC(OC(C)(C)C)=O)N=CN2